FC1=CC(=CC2=C1N(N=N2)CC2=CC=C(C=C2)OC)B2OC(C(O2)(C)C)(C)C 7-fluoro-1-(4-methoxybenzyl)-5-(4,4,5,5-tetramethyl-1,3,2-dioxaborolan-2-yl)-1H-benzo[d][1,2,3]triazole